2-(4-fluoro-1H-pyrazol-1-yl)ethan-1-one FC=1C=NN(C1)CC=O